(R)-3-(6-chloro-2-(chlorocarbonyl)-1,2,3,4-tetrahydroisoquinolin-8-yl)morpholine-4-carboxylic acid tert-butyl ester C(C)(C)(C)OC(=O)N1[C@@H](COCC1)C=1C=C(C=C2CCN(CC12)C(=O)Cl)Cl